(E)-5-(4-methoxyphenyl)-3-((3-(4-(piperidin-1-ylmethyl)styryl)-1H-indazol-6-yl)methylene)pyrrolidin-2-one COC1=CC=C(C=C1)C1C\C(\C(N1)=O)=C/C1=CC=C2C(=NNC2=C1)C=CC1=CC=C(C=C1)CN1CCCCC1